1,1,2,2-tetrakis(3-fluoro-4-hydroxyphenyl)ethane lutetium (III) carbonate C([O-])([O-])=O.[Lu+3].FC=1C=C(C=CC1O)C(C(C1=CC(=C(C=C1)O)F)C1=CC(=C(C=C1)O)F)C1=CC(=C(C=C1)O)F.C([O-])([O-])=O.C([O-])([O-])=O.[Lu+3]